O=C1CC2(OCC1C(=O)OC)CC1=CC=CC=C1C2 Methyl 4'-oxo-1,3,3',4',5',6'-hexahydrospiro[indene-2,2'-pyran]-5'-carboxylate